CC1=CCC(CC1)C(C)C 1-methyl-4-isopropyl-1-cyclohexen